rac-(1r,3r)-N-(4-(2-(4-bromophenyl)but-3-yn-2-yl)thiazol-2-yl)-3-(hydroxymethyl)cyclobutanecarboxamide BrC1=CC=C(C=C1)C(C)(C#C)C=1N=C(SC1)NC(=O)C1CC(C1)CO